isopropyl trans-N-[4-[5-[2-(ethylsulfamoyl)-4-[(oxazol-2-ylamino) methyl]phenyl]thiazol-2-yl]cyclohexyl]carbamate C(C)NS(=O)(=O)C1=C(C=CC(=C1)CNC=1OC=CN1)C1=CN=C(S1)[C@@H]1CC[C@H](CC1)NC(OC(C)C)=O